N(=C=O)C1=CC2=CC=CC=C2C(=C1)N=C=O 2,4-diisocyanatonaphthalene